C(#N)C1=CC=C(C=C1)NC=1N=C(C2=C(N1)CCN(C2)C(CN2CCOCC2)=O)OC2=C(C=C(C#N)C=C2C)C 4-({2-[(4-cyanophenyl)amino]-6-[2-(morpholin-4-yl)acetyl]-5H,6H,7H,8H-pyrido[4,3-d]pyrimidin-4-yl}oxy)-3,5-dimethylbenzonitrile